(S)-2-(1-acryloyl-4-(2-((1-aminocyclopropyl)methoxy)-7-(8-methylnaphthalen-1-yl)-5,6,7,8-tetrahydropyrido[3,4-d]pyrimidin-4-yl)piperazin-2-yl)acetonitrile C(C=C)(=O)N1[C@H](CN(CC1)C=1C2=C(N=C(N1)OCC1(CC1)N)CN(CC2)C2=CC=CC1=CC=CC(=C21)C)CC#N